2-bromopicolinonitrile BrC1(NC=CC=C1)C#N